C(N)(OC(C(=O)NCCOC(CN1C(=NC=2C(=NC=3C=CC=CC3C21)N)COCC)(C)C)(C)C)=O [2-[2-[2-[4-amino-2-(ethoxymethyl) imidazo[4,5-c]quinolin-1-yl]-1,1-dimethyl-ethoxy] ethylamino]-1,1-dimethyl-2-oxo-ethyl] carbamate